FC1=C(C=C(C=C1)OC(F)(F)F)[C@@H](C)NC(C1=C(N=CC(=C1)C1=CC=2N(C=C1)N=C(N2)NC([2H])([2H])[2H])C)=O (R)-N-(1-(2-fluoro-5-(trifluoromethoxy)phenyl)ethyl)-2-methyl-5-(2-((methyl-d3)amino)-[1,2,4]triazolo[1,5-a]pyridin-7-yl)nicotinamide